4-bromo-5-fluoro-N-(2-fluoro-6-methylphenyl)-2-{[(2S)-1,1,1-trifluoropropan-2-yl]oxy}benzamide BrC1=CC(=C(C(=O)NC2=C(C=CC=C2C)F)C=C1F)O[C@H](C(F)(F)F)C